FC(C(C(C(C(C(C(C(C(C(C(C(F)(F)F)(F)F)(F)F)(F)F)(F)F)(F)F)(F)F)(F)F)(F)F)(F)F)(F)F)(S)F perfluorododecanethiol